NC1=NC=2C=C(C(=CC2C2=C1COC2)C(=O)N2[C@@H](COCC2)C=2C=NC(=CC2)OC(F)F)F (4-amino-7-fluoro-1,3-dihydrofuro[3,4-c]quinolin-8-yl)((3R)-3-(6-(difluoromethoxy)-3-pyridinyl)-4-morpholinyl)methanone